O=C1NC(CCC1N1C(N(C2=C1C=CC=C2CCCOCCCOC(NC)=O)C)=O)=O 3-[3-[1-(2,6-dioxo-3-piperidyl)-3-methyl-2-oxo-benzimidazol-4-yl]propoxy]propyl-N-methyl-carbamate